C(=C)[N-]CCC N-vinyl-normal-propylamide